(S)-N-(2-(2-cyano-4,4-difluoropyrrolidin-1-yl)-2-oxoethyl)-6-(4-(3-(piperazin-1-yl)propoxy)phenyl)quinoline-4-carboxamide C(#N)[C@H]1N(CC(C1)(F)F)C(CNC(=O)C1=CC=NC2=CC=C(C=C12)C1=CC=C(C=C1)OCCCN1CCNCC1)=O